N[C@H](CC1=CC(=CC(=C1)F)F)C1=NC2=CC(=CC=C2C(N1C=1C=CC(=C2C=NN(C12)CC(F)(F)F)Cl)=O)N1C[C@@H](O[C@@H](C1)C)C 7-(2-((R)-1-amino-2-(3,5-difluorophenyl)ethyl)-7-((2S,6R)-2,6-dimethylmorpholino)-4-oxoquinazolin-3(4H)-yl)-4-chloro-1-(2,2,2-trifluoroethyl)-1H-indazol